6-Ethyl-5-(2-methylquinolin-8-yl)pyridin-2-amine C(C)C1=C(C=CC(=N1)N)C=1C=CC=C2C=CC(=NC12)C